4-(2,5-dichlorobenzoyl)-[1,1'-biphenyl]-2,4'-disulfonic acid sodium [Na].ClC1=C(C(=O)C=2C=C(C(=CC2)C2=CC=C(C=C2)S(=O)(=O)O)S(=O)(=O)O)C=C(C=C1)Cl